CC1=CSC=2N=CN=C(C21)N2CCC(CC2)C(=O)OCC Ethyl 1-(5-methylthieno[2,3-d]pyrimidin-4-yl)piperidine-4-carboxylate